The molecule is an (omega-1)-hydroxy fatty acid that is nonadecanoic acid in which the 18-pro-R hydrogen is replaced by a hydroxy group. It is an (omega-1)-hydroxy fatty acid and a long-chain fatty acid. It derives from a nonadecanoic acid. C[C@H](CCCCCCCCCCCCCCCCC(=O)O)O